C1(CC1)N1N=CC(=C1)[C@@H]1O[C@@H](CN(C1)C=1N=C(C2=C(N1)C(N(C(=N2)C(F)(F)F)C)=O)C2=CC=C(C#N)C=C2)C 4-(2-((2S,6R)-2-(1-cyclopropyl-1H-pyrazol-4-yl)-6-methylmorpholino)-7-methyl-8-oxo-6-(trifluoromethyl)-7,8-dihydropyrimido[5,4-d]pyrimidin-4-yl)benzonitrile